C(C)(=O)N1C(C2=CC=C(C=C2CC1)S(=O)(=O)C)C(=O)NC1=C(C=C(C=C1)C(C(F)(F)F)(C(F)(F)F)O)F 2-Acetyl-N-(2-fluoro-4-(1,1,1,3,3,3-hexafluoro-2-hydroxypropan-2-yl)phenyl)-6-(methylsulfonyl)-1,2,3,4-tetrahydroisoquinoline-1-carboxamide